C(C)(C)N1C(NC2(C1=O)COC1=C2C=CC=C1)=O 1'-isopropyl-2H-spiro[benzofuran-3,4'-imidazolidine]-2',5'-dione